2-[6-(azetidin-3-yl)pyridazin-3-yl]-5-(7-methoxy-2-methyl-2H-indazol-5-yl)phenol trifluoroacetate FC(C(=O)O)(F)F.N1CC(C1)C1=CC=C(N=N1)C1=C(C=C(C=C1)C1=CC2=CN(N=C2C(=C1)OC)C)O